[Si](C)(C)(C(C)(C)C)O[C@H]1C[C@@](N(C1)C(=O)OC(C)(C)C)(CCC1=CC=CC=C1)CO (2S,4S)-tert-butyl 4-((tert-butyldimethylsilyl)oxy)-2-(hydroxymethyl)-2-phenethylpyrrolidine-1-carboxylate